Cl.Cl.N[C@H](C(=O)O)CC1=CC=C(C=C1)C(=O)N1CCC(CC1)=C1C2=C(CCC=3C1=NC=CC3)C=C(C=C2)Cl (S)-2-amino-3-(4-(4-(8-chloro-5,6-dihydro-11H-benzo[5,6]cyclohepta[1,2-b]pyridin-11-ylidene)piperidine-1-carbonyl)phenyl)-propionic acid di-hydrochloride